C1(CC1)CCN(C1=C2CN(C(C2=CC=C1)=O)C1C(NC(CC1)=O)=O)C1CCC(CC1)NCCCC(F)(F)F 3-(4-((2-cyclopropylethyl)((1r,4r)-4-((4,4,4-trifluorobutyl)amino)cyclohexyl)amino)-1-oxoisoindolin-2-yl)piperidine-2,6-dione